S(CCCN=C=S)CCCN=C=S thiobis(3-isothiocyanatopropane)